S1(=O)(=O)CC=CC1 Sulfolen